6-((4-((8S,11R,13S,14S,17R)-17-acetoxy-17-acetyl-13-methyl-3-oxo-2,3,6,7,8,11,12,13,14,15,16,17-dodecahydro-1H-cyclopenta[a]phenanthren-11-yl)phenyl)(methyl)amino)hexanoic acid C(C)(=O)O[C@@]1(CC[C@H]2[C@@H]3CCC4=CC(CCC4=C3[C@H](C[C@]12C)C1=CC=C(C=C1)N(CCCCCC(=O)O)C)=O)C(C)=O